COC1=C2C=CC=C(C2=CC(=C1)O)O 5-methoxy-1,7-dihydroxynaphthalene